COCCOC1=CC=C(C=C1)C=1NN=C2N=CC(=CC21)C=2C=CC1=C(CC[C@H](CC1)N1C3COCC1C3)C2 6-[(7S)-2-{3-[4-(2-methoxyethoxy)phenyl]-2H-pyrazolo[3,4-b]pyridin-5-yl}-6,7,8,9-tetrahydro-5H-benzo[7]annulen-7-yl]-3-oxa-6-azabicyclo[3.1.1]heptane